[Si](C)(C)(C(C)(C)C)O[C@H]1[C@@H](O[C@@H]([C@H]1OC)CO[Si](C)(C)C(C)(C)C)N1C(N=C(C=C1)NC(C1=CC=CC=C1)=O)=O N-(1-((2R,3R,4R,5R)-3-((tert-butyldimethylsilyl)oxy)-5-(((tert-butyldimethylsilyl)oxy)methyl)-4-methoxytetrahydrofuran-2-yl)-2-oxo-1,2-dihydropyrimidin-4-yl)benzamide